C(C#C)O[C@H]1C[C@@]2(CCCN2C1)C(=O)OC methyl (2S,7aS)-2-(prop-2-yn-1-yloxy)tetrahydro-1H-pyrrolizine-7a(5H)-carboxylate